NC1=CC=C(C=C1)/C=C/C#N (E)-3-(4-aminophenyl)acrylonitrile